(3aS,5aR,7R,8aS,8bS)-2,2,6,6,7,8,8-heptamethyldecahydro-2H-indeno[4,5-b]furan CC1(C[C@H]2[C@H](O1)[C@@H]1C([C@@H](C([C@@H]1CC2)(C)C)C)(C)C)C